2,2-di-n-propyl-acetamide tert-butyl-6-(1-(3-amino-6-(2-hydroxyphenyl)pyridazin-4-yl)-4-phenylpiperidine-4-carbonyl)-2,6-diazaspiro[3.3]heptane-2-carboxylate C(C)(C)(C)OC(=O)N1CC2(C1)CN(C2)C(=O)C2(CCN(CC2)C2=C(N=NC(=C2)C2=C(C=CC=C2)O)N)C2=CC=CC=C2.C(CC)C(C(=O)N)CCC